BrC1=CC(=C(CNC(C2=CC=C(C=C2)C2CC2)=O)C=C1)F N-(4-bromo-2-fluorobenzyl)-4-cyclopropylbenzamide